p-toluenesulfinamide CC1=CC=C(C=C1)S(=O)N